toluene-4-sulfonic acid-2-(4-nitro-phenyl)-ethyl ester [N+](=O)([O-])C1=CC=C(C=C1)CCOS(=O)(=O)C1=CC=C(C)C=C1